C(C1=CC=C(C(=O)[O-])C=C1)(=O)[O-].[Zn+2] zinc terephthaloate